2-(2-(1,3-dioxoisoindolin-2-yl)propanoyl)hydrazine-1-carbothioamide O=C1N(C(C2=CC=CC=C12)=O)C(C(=O)NNC(N)=S)C